CN(C)C(=O)/N=N/C(=O)N(C)C N,N',N'-tetramethylazodicarboxamide